C(C)(C)(C)OC(=O)N1[C@@H](CN(CC1)C1=C2C(=NC=N1)N(N=C2C2CC2)C2=CC(=CC(=C2)F)F)C (R)-4-(3-cyclopropyl-1-(3,5-difluorophenyl)-1H-pyrazolo[3,4-d]pyrimidin-4-yl)-2-methylpiperazine-1-carboxylic acid tert-butyl ester